C(C(C)C)(=O)OC1C(OC(C1F)N1C(N=C(C=C1)N)=O)(COC(C(C)C)=O)CCl 5-(4-amino-2-oxopyrimidin-1(2H)-yl)-2-(chloromethyl)-4-fluoro-2-((isobutyryloxy)methyl)tetrahydrofuran-3-yl isobutyrate